(S)-Methyl 2-(3-(bromomethyl)phenoxy)butanoate BrCC=1C=C(O[C@H](C(=O)OC)CC)C=CC1